N-(4-(2-(4-chlorophenyl)-but-3-yn-2-yl)thiazol-2-yl)piperazine-1-carboxamide ClC1=CC=C(C=C1)C(C)(C#C)C=1N=C(SC1)NC(=O)N1CCNCC1